4'-ethyl-7-(trifluoromethyl)spiro[chromane-2,1'-cyclohexan]-4-one C(C)C1CCC2(CC1)OC1=CC(=CC=C1C(C2)=O)C(F)(F)F